CC=1C(=C(C=C(C1)C(F)(F)F)O)C1=CC=C2C(=N1)N=C(O2)N2C[C@@H](CCC2)NC |r| (rac)-3-Methyl-2-[2-[3-(methylamino)-1-piperidyl]oxazolo[4,5-b]pyridin-5-yl]-5-(trifluoromethyl)phenol